trimethyl-monoallyl-ammonium chloride [Cl-].C[N+](CC=C)(C)C